(5-(tert-butyl)pyridine-2-yl)boronic acid C(C)(C)(C)C=1C=CC(=NC1)B(O)O